CN1CCC(CC1)C1=CC=2C(=NC=C(C2)C=2C=C(SC2)C(=O)NCC(F)(F)F)N1 4-(2-(1-methylpiperidin-4-yl)-1H-pyrrolo[2,3-b]pyridin-5-yl)-N-(2,2,2-trifluoroethyl)thiophene-2-carboxamide